3-methyl-5-(4,4,5,5-tetramethyl-1,3,2-dioxaborolan-2-yl)-1,3-benzoxazol-2-one CN1C(OC2=C1C=C(C=C2)B2OC(C(O2)(C)C)(C)C)=O